N-[cis-4-[[4-amino-5,5-dimethyl-7-[methyl-[2-(methylamino)-2-oxo-ethyl]amino]-6H-benzo[H]quinazolin-8-yl]oxy]cyclohexyl]carbamic acid tert-butyl ester C(C)(C)(C)OC(N[C@@H]1CC[C@@H](CC1)OC=1C=CC2=C(CC(C=3C(=NC=NC23)N)(C)C)C1N(CC(=O)NC)C)=O